1-(2-(4-bromophenyl)-2H-pyrazolo[3,4-d]pyrimidin-4-yl)-N-(4-(methylthio)benzyl)piperidine-3-carboxamide BrC1=CC=C(C=C1)N1N=C2N=CN=C(C2=C1)N1CC(CCC1)C(=O)NCC1=CC=C(C=C1)SC